3-Hydroxy-3-(3,4,5-trihydroxyphenyl)propanoic acid OC(CC(=O)O)C1=CC(=C(C(=C1)O)O)O